ClC=1C=C(SC1)C=1N=C(SC1N1CCN(CC1)C1CCCCC1)N 4-(4-chlorothiophene-2-yl)-5-(4-cyclohexylpiperazine-1-yl)-1,3-thiazole-2-amine